3-(1-methyl-1H-pyrazol-4-yl)-N-[1-methyl-3-(trifluoromethyl)-1H-pyrazol-5-yl]quinoline-7-carboxamide CN1N=CC(=C1)C=1C=NC2=CC(=CC=C2C1)C(=O)NC1=CC(=NN1C)C(F)(F)F